FC=1C=C(C=CC1)C1=CC(=CN1S(=O)(=O)C1=CC=C(C=C1)C(F)(F)F)CNC([2H])([2H])[2H] N-((5-(3-fluorophenyl)-1-((4-(trifluoromethyl)phenyl)sulfonyl)-1H-pyrrol-3-yl)methyl)methan-d3-amine